trans-2-hydroxycinnamic acid OC1=C(/C=C/C(=O)O)C=CC=C1